N1(C=NC=C1)C1=CC=C(C=C1)C1=C([C@H]2CC([C@@H]1O2)S(=O)(=O)OC2=CC=C(C=C2)F)C2=CC=C(C=C2)O 4-fluorophenyl (1R,4R)-6-(4-(1H-imidazol-1-yl) phenyl)-5-(4-hydroxyphenyl)-7-oxabicyclo[2.2.1]hept-5-ene-2-sulfonate